(5R,6S)-6-((R)-5H-imidazo[5,1-a]isoindol-5-yl)-5,6,7,8-tetrahydroquinazolin-5-ol C=1N=CN2C1C1=CC=CC=C1[C@H]2[C@H]2[C@H](C=1C=NC=NC1CC2)O